C(CCCCCCCCCCC)CCCCCCCC Dodecyl-octaN